C1COCCN1CCS(=O)(=O)O 2-(N-morpholino)ethanesulfonic acid hydrate